C(CC#C)OC1=NC(=CC=C1[N+](=O)[O-])SC 2-(But-3-yn-1-yloxy)-6-(methylthio)-3-nitropyridine